OC1=C(C(=CC=C1)OCC1=CC=CC=C1)C(/C=C/C1=CC=C(C=C1)S(=O)(=O)N)=O 4-[(E)-3-(2-Hydroxy-6-phenylmethoxyphenyl)-3-oxoprop-1-enyl]benzenesulfonamide